7-heptyl-isoindoline C(CCCCCC)C=1C=CC=C2CNCC12